methyl 4-((3'-fluoro-5'-Methoxy-[1,1'-biphenyl]-4-yl)methyl)-2-methyl-4H-thieno[3,2-b]pyrrole-3-carboxylate FC=1C=C(C=C(C1)OC)C1=CC=C(C=C1)CN1C2=C(C=C1)SC(=C2C(=O)OC)C